3-(1-methanesulfonylcyclopropyl)-N-[3-[2-(p-tolyl)triazol-4-yl]-1-bicyclo[1.1.1]pentyl]-1,2,4-thiadiazole-5-carboxamide CS(=O)(=O)C1(CC1)C1=NSC(=N1)C(=O)NC12CC(C1)(C2)C2=NN(N=C2)C2=CC=C(C=C2)C